tert-butyl (2-(2-((2-((2-bromo-6-methoxypyridin-3-yl)carbamoyl)-4-(trifluoromethyl)phenyl)amino)-5-fluorophenoxy)ethyl)carbamate BrC1=NC(=CC=C1NC(=O)C1=C(C=CC(=C1)C(F)(F)F)NC1=C(OCCNC(OC(C)(C)C)=O)C=C(C=C1)F)OC